1-(4-((6-amino-1-(methylamino)-2,7-naphthyridin-4-yl)ethynyl)phenyl)pyridin-2(1H)-one NC=1C=C2C(=CN=C(C2=CN1)NC)C#CC1=CC=C(C=C1)N1C(C=CC=C1)=O